CC1(C2=CC=CC=C2C=2N=CN=C(C21)C2=CC=CC=C2)C 5,5-dimethyl-4-phenyl-5H-indeno[1,2-d]Pyrimidine